Acetyl-D-tryptophan C(C)(=O)N[C@H](CC1=CNC2=CC=CC=C12)C(=O)O